(R)-tert-butyl (4-(8-amino-3-(1-(methylsulfonyl)pyrrolidin-3-yl)imidazo[1,5-a]pyrazin-1-yl)-2-methoxyphenyl)carbamate NC=1C=2N(C=CN1)C(=NC2C2=CC(=C(C=C2)NC(OC(C)(C)C)=O)OC)[C@H]2CN(CC2)S(=O)(=O)C